FC(C1=NNC=N1)F 3-difluoromethyl-1,2,4-triazole